C1(=CC=CC=C1)[S+](C1=C(C=CC=C1)OC1=CC=C(C=C1)OS(=O)(=O)O)C1=CC=CC=C1 diphenyl-(4-sulfoxyphenoxyphenyl)sulfonium